2,3-dihydro-5,6-dimethyl-1,4-dioxin CC=1OCCOC1C